ClC=1C=CC=2N=CN=C(C2N1)NCC=1N=NC(=CC1)C 6-chloro-N-((6-methylpyridazin-3-yl)methyl)pyrido[3,2-d]pyrimidin-4-amine